(S,E)-2-(1-cyclopropylethyl)-5-(2-(4,4,5,5-tetramethyl-1,3,2-dioxaborolan-2-yl)vinyl)-7-(trifluoromethyl)isoindolin-1-one C1(CC1)[C@H](C)N1C(C2=C(C=C(C=C2C1)\C=C\B1OC(C(O1)(C)C)(C)C)C(F)(F)F)=O